C1(CC1)C1=C(C(=NO1)C1=C(C=NC=C1Cl)Cl)COC12CCC(CC1)(CC2)C#CC2=CC=C1C=CN=C(C1=C2)NC2=CC=CC=C2 7-((4-((5-Cyclopropyl-3-(3,5-dichloropyridin-4-yl)isoxazol-4-yl)methoxy)bicyclo[2.2.2]octan-1-yl)ethynyl)-1-(phenylamino)isochinolin